C1(=CC=CC2=CC=CC=C12)C(C=[N+]=[N-])=O 1-(1-naphthyl)-2-diazo-ethanone